4-((1R,5S)-3,8-diazabicyclo[3.2.1]octan-3-yl)-7-(8-chloronaphthalen-1-yl)-8-fluoro-2-((2-methyl-1,2,3,4-tetrahydroisoquinolin-8-yl)oxy)pyrido[4,3-d]pyrimidine [C@H]12CN(C[C@H](CC1)N2)C=2C1=C(N=C(N2)OC=2C=CC=C3CCN(CC23)C)C(=C(N=C1)C1=CC=CC2=CC=CC(=C12)Cl)F